sulfur 1,8-octanedithiol C(CCCCCCCS)S.[S]